CC1=CC2=C(N=C(S2)S)C=C1 6-Methyl-2-mercaptobenzothiazol